trimethylmono-n-octylammonium C[N+](CCCCCCCC)(C)C